5-(5-Chloro-2-{[(3R)-3-methyl-3,4-dihydroisoquinolin-2(1H)-yl]carbonyl}-phenyl)-N-(4-hydroxyphenyl)-1,2-dimethyl-N-(1-methyl-1H-pyrazol-4-yl)-1H-pyrrole-3-carboxamide ClC=1C=CC(=C(C1)C1=CC(=C(N1C)C)C(=O)N(C=1C=NN(C1)C)C1=CC=C(C=C1)O)C(=O)N1CC2=CC=CC=C2C[C@H]1C